N-(5,6-difluoro-1H-indol-3-yl)-4-(thiazol-2-yl)benzenesulfonamide FC=1C=C2C(=CNC2=CC1F)NS(=O)(=O)C1=CC=C(C=C1)C=1SC=CN1